COC=1C=CC(=C(N)C1)C#CC1=CC=CC=C1 5-methoxy-2-(phenylethynyl)aniline